4-chloro-3-(6-(1,2-dihydroxyethyl)-5,7-difluoro-4-oxo-1,4-dihydroquinolin-2-yl)benzonitrile ClC1=C(C=C(C#N)C=C1)C=1NC2=CC(=C(C(=C2C(C1)=O)F)C(CO)O)F